2-methyl-2-Propyl-1,3-propanediol CC(CO)(CO)CCC